N*2*-Cyclobutyl-5-(2-isopropyl-4,5-dimethoxy-benzyl)-pyrimidine-2,4-diamine C1(CCC1)NC1=NC=C(C(=N1)N)CC1=C(C=C(C(=C1)OC)OC)C(C)C